BrC1=C(C=NN1CC)C(C)O 1-(5-bromo-1-ethyl-1H-pyrazol-4-yl)ethanol